Cl.N1=CC(=CC=C1)C1C[C@@H]2[C@@H](CNC2)C1 (3aR,5r,6aS)-5-(pyridine-3-yl)octahydrocyclopenta[c]pyrrole monohydrochloride